N-((4-(benzo[d]thiazol-2-yloxy)-3-methylphenyl)carbamoyl)-3-methoxycyclobutane-1-carboxamide S1C(=NC2=C1C=CC=C2)OC2=C(C=C(C=C2)NC(=O)NC(=O)C2CC(C2)OC)C